ClP(=O)(Cl)OCCC(CC)CCCC 3-(dichlorophosphoryl-oxyethyl)heptane